trans-3-undecene-1,1-dicarboxylic acid C(C\C=C\CCCCCCC)(C(=O)O)C(=O)O